C(C)(C)(C)OC(=O)NC[C@@]1([C@H]2[C@@H]3C[C@@H](CC[C@H]13)C2)CC(=O)O 2-((1R,2S,3S,6R,8R)-2-(((tert-butoxycarbonyl)amino)methyl)tricyclo[4.2.1.03,8]nonan-2-yl)acetic acid